ClC1=CC=C(C(=N1)C)N[C@H](C)C1=CC(=CC=2C(C(=C(OC21)C2=C(N(N=C2)C)C(=O)N)C)=O)C 4-[8-[(1R)-1-[(6-chloro-2-methyl-3-pyridinyl)amino]ethyl]-3,6-dimethyl-4-oxo-benzopyran-2-yl]-2-methyl-pyrazole-3-carboxamide